BrC=1C(=NN(C1)C)C=1C=NC=CC1 3-(4-bromo-1-methyl-1H-pyrazol-3-yl)pyridine